OC1=C(C(=O)OCC=C(CCC)C)C=CC=C1 3-methylhex-2-en-1-yl 2-hydroxybenzoate